5-(((trans-3-(4-benzyl-3-cyclopropyl-1H-pyrazol-1-yl)cyclobutyl)methyl)amino)-2-(2,6-dioxopiperidin-3-yl)isoindoline-1,3-dione C(C1=CC=CC=C1)C=1C(=NN(C1)[C@@H]1C[C@H](C1)CNC=1C=C2C(N(C(C2=CC1)=O)C1C(NC(CC1)=O)=O)=O)C1CC1